Tert-Butyl (S)-1'-(((R)-tert-butylsulfinyl)amino)-1',3'-dihydrospiro[azetidine-3,2'-indene]-1-carboxylate C(C)(C)(C)[S@@](=O)N[C@@H]1C2(CC3=CC=CC=C13)CN(C2)C(=O)OC(C)(C)C